OC1=CC=C(C=C1)N1C(=NC2=CC=C(C=C2C1=O)[N+](=O)[O-])C 3-(4-hydroxyphenyl)-2-methyl-6-nitroquinazolin-4(3H)-one